C1(CCCC1)C(CCN)N (E)-cyclopentyl-1,3-propanediamine